ethyl (2E)-2-[3-(tert-butoxycarbonylamino) cyclopentylidene]acetate C(C)(C)(C)OC(=O)NC1C\C(\CC1)=C\C(=O)OCC